1,1,1,3,3,5,7,7,7-nonamethyltetrasiloxane C[Si](O[Si](O[SiH](O[Si](C)(C)C)C)(C)C)(C)C